N-(1H-pyrrolo[3,2-b]pyridin-3-yl)-1H-imidazole-1-carboxamide N1C=C(C2=NC=CC=C21)NC(=O)N2C=NC=C2